BrC1=CC(=NC=C1)C1=NC(=NC(=C1)C1=CC=CC=C1)C1=CC=CC=C1 4-(4-bromopyridin-2-yl)-2,6-diphenylpyrimidine